NC1=CC=C(C=C1)NC(OCCCC)=O butyl (4-aminophenyl)carbamate